tert-butyl {(2S)-3-methyl-1-oxo-1-[(4S)-2-oxo-4-(propan-2-yl)-1,3-oxazolidin-3-yl]-3-phenylbutan-2-yl}carbamate CC([C@@H](C(N1C(OC[C@@H]1C(C)C)=O)=O)NC(OC(C)(C)C)=O)(C)C1=CC=CC=C1